The molecule is the aromatic diazonium ion that is diazotised 2-aminophenylarsonic acid. It has a role as a hapten. It derives from a phenylarsonate(1-). C1=CC=C(C(=C1)[N+]#N)[As](=O)(O)[O-]